CC(CC(=O)OCC)CC(C)C ethyl 3,5-dimethylhexanoate